CC=1N=C(N2C1C=NC(=C2)C)C(F)(F)F 1,6-dimethyl-3-(trifluoromethyl)imidazo[1,5-a]pyrazine